tert-butyl (E)-(2-hydroxyethyl)(2-(4-(1-(1-(tetrahydro-2H-pyran-2-yl)-1H-indazol-5-yl)-2-(o-tolyl)but-1-en-1-yl)phenoxy)ethyl)carbamate OCCN(C(OC(C)(C)C)=O)CCOC1=CC=C(C=C1)/C(=C(/CC)\C1=C(C=CC=C1)C)/C=1C=C2C=NN(C2=CC1)C1OCCCC1